O1CC=CC2=C1C1=C(O2)C=CC=C1 benzofuropyran